selenotryptophan N[C@@H](CC1=CNC2=CC=CC=C12)C(=[Se])O